5-cyclobutyl-1-tosyl-1H-pyrrole-3-sulfonic acid C1(CCC1)C1=CC(=CN1S(=O)(=O)C1=CC=C(C)C=C1)S(=O)(=O)O